NC1=NC=2C=C(C(=CC2C2=C1COC2)C(=O)N(C2COC1=C2C=CC(=C1)C(F)(F)F)C(C)C=1N=CSC1)F 4-amino-7-fluoro-N-(1-(thiazol-4-yl)ethyl)-N-(6-(trifluoromethyl)-2,3-dihydrobenzofuran-3-yl)-1,3-dihydrofuro[3,4-c]quinolin-8-carboxamide